6-(4-fluoro-2-methoxybenzyl)-3,3-dimethyl-2,3-dihydro-1H-pyrrolo[3,2-b]pyridine FC1=CC(=C(CC=2C=C3C(=NC2)C(CN3)(C)C)C=C1)OC